6-{[3-(5-formylpyridin-2-yl)phenyl]amino}-N-[(1R)-2-methoxycyclopropyl]-8-(methylamino)imidazo[1,2-b]pyridazine-3-carboxamide C(=O)C=1C=CC(=NC1)C=1C=C(C=CC1)NC=1C=C(C=2N(N1)C(=CN2)C(=O)N[C@H]2C(C2)OC)NC